ClC1=C(C=2CCC2C(=C1)[N+](=O)[O-])O 3-chloro-5-nitrobicyclo[4.2.0]octa-1(6),2,4-trien-2-ol